N-(2-(4-chlorophenyl)thiazole-4-yl)ethyl-butyramide ClC1=CC=C(C=C1)C=1SC=C(N1)CCNC(CCC)=O